C1(C(CC(CC1)CCC(=O)OCCC(C)C)CCC(=O)OCCC(C)C)CCC(=O)OCCC(C)C tri(3-methylbutyl) cyclohexane-1,2,4-tripropionate